2-((5-(5-(difluoromethyl)-1,3,4-oxadiazole-2-yl)pyridine-2-yl)methyl)-4,4-dimethyl-6-(4-methyl-4,7-diazaspiro[2.5]octane-7-yl)isoquinoline-1,3(2H,4H)-dione FC(C1=NN=C(O1)C=1C=CC(=NC1)CN1C(C2=CC=C(C=C2C(C1=O)(C)C)N1CCN(C2(CC2)C1)C)=O)F